O[C@@H]1[C@H](N(CC1)C(=O)OC(C)(C)C)C1=NC(=NO1)C1=CC(=C(C=C1)OCCCCC1=CC=C(C=C1)C(F)(F)F)C(F)(F)F tert-butyl (2S,3S)-3-hydroxy-2-(3-(3-(trifluoromethyl)-4-(4-(4-(trifluoromethyl)phenyl)butoxy)phenyl)-1,2,4-oxadiazol-5-yl)pyrrolidine-1-carboxylate